1-(4-iodo-1-isopropyl-pyrazol-3-yl)-2-methyl-propan-1-one IC=1C(=NN(C1)C(C)C)C(C(C)C)=O